(1S,2S)-2-(((6-(5-((((R)-1-(2-chlorophenyl)ethoxy)carbonyl)amino)-1-methyl-1H-pyrazol-4-yl)-2-methylpyridin-3-yl)oxy)methyl)cyclohexane-1-carboxylic acid ClC1=C(C=CC=C1)[C@@H](C)OC(=O)NC1=C(C=NN1C)C1=CC=C(C(=N1)C)OC[C@@H]1[C@H](CCCC1)C(=O)O